4-Chloro-6-[(1S)-1-[(2S)-1-methylpyrrolidin-2-yl]ethoxy]-2-[3-(2-phenylpropan-2-yl)-1,2,4-oxadiazol-5-yl]pyrimidineacetonitrile ClC1=NC(NC(=C1)O[C@@H](C)[C@H]1N(CCC1)C)(CC#N)C1=NC(=NO1)C(C)(C)C1=CC=CC=C1